tert-Butyl (3S)-3-{6-[(2R,4S)-4-fluoro-2-[3-fluoro-5-(methylsulfanyl)phenyl]pyrrolidin-1-yl]imidazo[1,2-b]pyridazine-3-amido}pyrrolidine-1-carboxylate F[C@H]1C[C@@H](N(C1)C=1C=CC=2N(N1)C(=CN2)C(=O)N[C@@H]2CN(CC2)C(=O)OC(C)(C)C)C2=CC(=CC(=C2)SC)F